S1C2=C(C(=C1)C=O)C=CC=C2 Benzo[b]thiophene-3-carbaldehyde